tert-butyl 8-[2-[(1E)-3-(benzyloxy)prop-1-en-1-yl]pyridin-4-yl]-3,8-diazabicyclo[3.2.1]octane-3-carboxylate C(C1=CC=CC=C1)OC/C=C/C1=NC=CC(=C1)N1C2CN(CC1CC2)C(=O)OC(C)(C)C